Methyl 2-(1-piperidyl)-6-(spiro[3.3]heptan-2-ylamino)pyrimidine-4-carboxylate N1(CCCCC1)C1=NC(=CC(=N1)C(=O)OC)NC1CC2(C1)CCC2